3-(2-cyanopropan-2-yl)-N-(4-methyl-3-(4-(5-(4-methylpiperazin-1-yl)pyridin-3-yl)-1H-pyrazol-1-yl)phenyl)benzamide C(#N)C(C)(C)C=1C=C(C(=O)NC2=CC(=C(C=C2)C)N2N=CC(=C2)C=2C=NC=C(C2)N2CCN(CC2)C)C=CC1